The molecule is a monocarboxylic acid amide obtained by formal condensation of the carboxy group of 2-amino-1,3-thiazol-4-ylacetic acid with the anilino group of (1R)-2-{[2-(4-aminophenyl)ethyl]amino}-1-phenylethanol. Used for the treatment of overactive bladder syndrome. It has a role as a beta-adrenergic agonist. It is a member of 1,3-thiazoles, an aromatic amide, a member of ethanolamines and a monocarboxylic acid amide. C1=CC=C(C=C1)[C@H](CNCCC2=CC=C(C=C2)NC(=O)CC3=CSC(=N3)N)O